1-[3-chloro-2-(2-hydroxyethyl)phenyl]-3-[3-(2-aminoethylamino)-5-trifluoromethoxyphenyl]urea ClC=1C(=C(C=CC1)NC(=O)NC1=CC(=CC(=C1)OC(F)(F)F)NCCN)CCO